ClC=1C(=NC=C(C1)S(=O)(=O)C)N1N=CC(=C1O)C1=C(C=C(C#N)C=C1)C 4-(1-(3-chloro-5-(methylsulfonyl)pyridin-2-yl)-5-hydroxy-1H-pyrazol-4-yl)-3-methylbenzonitrile